ethyl (R,Z)-2-(2,5-difluoro-4-(2-((pyridin-2-yloxy) methyl) pyrrolidin-1-yl) benzoyl)-3-ethoxyacrylate FC1=C(C(=O)/C(/C(=O)OCC)=C/OCC)C=C(C(=C1)N1[C@H](CCC1)COC1=NC=CC=C1)F